tert-butyl 2-(6-methylpyridin-2-yl)morpholin-4-carboxylate CC1=CC=CC(=N1)C1CN(CCO1)C(=O)OC(C)(C)C